propyl oxamate C(C(=O)N)(=O)OCCC